tert-butyl (R)-6-methoxy-3-(2-(tetrahydropyrrole-1-yl) propyl)-1H-indole-1-carboxylate COC1=CC=C2C(=CN(C2=C1)C(=O)OC(C)(C)C)C[C@@H](C)N1CCCC1